ClC=1C(=NC(=CC1)C1=CC=C(C=C1)SC(F)(F)F)C(=O)OC Methyl 3-chloro-6-(4-((trifluoromethyl)thio) phenyl)picolinate